CN(C1=C2C=CC=C(C2=CC=C1)S(=O)O)C 5-dimethylaminonaphthalene-1-sulfinic acid